N-(2-(4-((2-((Tert-butoxycarbonyl)amino)ethyl)carbamoyl)piperidin-1-yl)thiazole-4-carbonyl)-O-(tert-butyldimethylsilyl)-L-serine C(C)(C)(C)OC(=O)NCCNC(=O)C1CCN(CC1)C=1SC=C(N1)C(=O)N[C@@H](CO[Si](C)(C)C(C)(C)C)C(=O)O